(3aR,6R,6aR)-6-(azidomethyl)-4-(tert-butoxymethyl)-2,2-dimethyl-6,6a-dihydro-3aH-furo[3,4-d][1,3]dioxol-4-ol N(=[N+]=[N-])C[C@H]1OC([C@H]2[C@@H]1OC(O2)(C)C)(O)COC(C)(C)C